NC1=C2C(=NC=N1)N(N=C2C2=CC=C(C=C2)OC2=CC=CC=C2)C2CCC(CC2)N2CCN(CC2)CCCOC=2C=C1C(N(C(C1=CC2)=O)C2C(NC(CC2)=O)=O)=O 5-(3-(4-((1r,4r)-4-(4-amino-3-(4-phenoxyphenyl)-1H-pyrazolo[3,4-d]pyrimidin-1-yl)cyclohexyl)piperazin-1-yl)propoxy)-2-(2,6-dioxopiperidin-3-yl)isoindoline-1,3-dione